C1(CC1)C(NS(=O)(=O)C1=CC(=C(C=C1)NC(C1=C(C=CC=C1)C)=O)C)C1CCNCC1 N-(4-(N-(cyclopropyl-(piperidin-4-yl)methyl)sulfamoyl)-2-methyl-phenyl)-2-methyl-benzamide